3-(2-bromoethyl)cyclopentane-1-thiol BrCCC1CC(CC1)S